4-(3-Chloroanilino)-2'-{(2S)-2-methyl-3-[(thieno[3,2-b]pyridin-7-yl)oxy]propyl}-2',3'-dihydrospiro[cyclohexane-1,1'-indene]-4-carboxylic acid ClC=1C=C(NC2(CCC3(C(CC4=CC=CC=C34)C[C@@H](COC3=C4C(=NC=C3)C=CS4)C)CC2)C(=O)O)C=CC1